ClC=1C=C(C=CC1F)NC1=NC=NC2=CC(=C(C=C12)NC(C=CCN(CCOC)CCOC)=O)OCC1OCCC1 4-[(3-Chloro-4-fluorophenyl)amino]-6-({4-[N,N-bis-(2-methoxy-ethyl)-amino]-1-oxo-2-butene-1-yl}amino)-7-[(tetrahydrofuran-2-yl)methoxy]-quinazoline